7-(Cyclopentylamino)-4-methyl-6-(morpholinomethyl)phthalazin-1-ol C1(CCCC1)NC1=C(C=C2C(=NN=C(C2=C1)O)C)CN1CCOCC1